5-methoxy-6-(1H-pyrazol-4-yl)pyrazine-2-carboxylic acid COC=1N=CC(=NC1C=1C=NNC1)C(=O)O